C(C)C=1C(NC2=CC(=CN=C2C1)CN1CCN(CC1)C=1C=NC2=C(N=C(C=C2C1)C([2H])([2H])[2H])NC)=O 3-ethyl-7-((4-(6-(methyl-d3)-8-(methylamino)-1,7-naphthyridin-3-yl)piperazin-1-yl)methyl)-1,5-naphthyridin-2(1H)-one